CC1=CC=C(C=C1)S(=O)(=O)F p-toluenesulfonyl fluoride